(1R,3R)-3-(p-{2-[4-(Methylsulfonyl)-1-piperazinyl]ethoxy}phenyl)dispiro[cyclohexane-1,3'-[1,2,4]trioxolane-5',2''-tricyclo[3.3.1.13,7]decane] CS(=O)(=O)N1CCN(CC1)CCOC1=CC=C(C=C1)[C@H]1C[C@]2(OOC3(C4CC5CC(CC3C5)C4)O2)CCC1